6-(4-(4-((2-(2,6-dioxopiperidin-3-yl)-7-fluoro-1-oxoisoindolin-5-yl)methyl)piperazine-1-yl)piperidin-1-yl)-2-(4-phenoxyphenyl)nicotinamide O=C1NC(CCC1N1C(C2=C(C=C(C=C2C1)CN1CCN(CC1)C1CCN(CC1)C1=NC(=C(C(=O)N)C=C1)C1=CC=C(C=C1)OC1=CC=CC=C1)F)=O)=O